L-2-hydroxychalcone OC1=C(C=CC=C1)\C=C\C(=O)C1=CC=CC=C1